CO[Si](CC(CCCCCC)[Si](OC)(OC)OC)(OC)OC 1,2-bistrimethoxysilyloctane